4,6-bis(biphenyl-4-yl)-2-(3'-cyano-biphenyl-3-yl)-benzoxazole C1(=CC=C(C=C1)C1=CC(=CC2=C1N=C(O2)C=2C=C(C=CC2)C2=CC(=CC=C2)C#N)C2=CC=C(C=C2)C2=CC=CC=C2)C2=CC=CC=C2